C1(CC1)CNC(=O)C1C(C2=CC=C(C=C2C1=O)C(=O)C=1C=C2C(C(C(C2=CC1)=O)C(NCC1CC1)=O)=O)=O N-(cyclopropylmethyl)-5-{2-[(cyclopropylmethyl)carbamoyl]-1,3-dioxo-2,3-dihydro-1H-indene-5-carbonyl}-1,3-dioxo-2,3-dihydro-1H-indene-2-carboxamide